((2R,3S,4R,5R,6R)-5-amino-6-methoxy-3,4-bis((trimethylsilyl)oxy)tetrahydro-2H-pyran-2-yl)methanol N[C@@H]1[C@H]([C@H]([C@H](O[C@H]1OC)CO)O[Si](C)(C)C)O[Si](C)(C)C